ClC1=CC=C(C=C1)C(CN1CCNCC1)NS(=O)(=O)C1=CC=C(C=C1)OC(F)(F)F N-(1-(4-chlorophenyl)-2-(piperazin-1-yl)ethyl)-4-(trifluoromethoxy)benzenesulfonamide